ClC=1C(=NC=C(C1)C(C=1N(C=C(N1)I)COCC[Si](C)(C)C)C1=CC(=C(C=C1)F)Cl)C(F)(F)F 3-chloro-5-((3-chloro-4-fluorophenyl)(4-iodo-1-((2-(trimethylsilyl)ethoxy)methyl)-1H-imidazol-2-yl)methyl)-2-(trifluoromethyl)pyridine